tert-butyl (S)-9-(4-cyano-2-fluorophenyl)-7,10-dioxo-6-(4-(trifluoromethyl)benzyl)-2,6,9-triazaspiro[4.5]decane-2-carboxylate C(#N)C1=CC(=C(C=C1)N1CC(N([C@]2(CCN(C2)C(=O)OC(C)(C)C)C1=O)CC1=CC=C(C=C1)C(F)(F)F)=O)F